C12C(CC(CC1)C2)S(=O)(=O)N2CC1(C2)CC(C1)NC(=O)NCC1=CC=C(C=C1)OC 1-(2-(bicyclo[2.2.1]heptan-2-ylsulfonyl)-2-azaspiro[3.3]heptan-6-yl)-3-(4-methoxybenzyl)urea